rel-(S)-1-(5-(Isoxazol-4-yl)isochroman-1-yl)-N-methylmethanamine hydrochloride salt Cl.O1N=CC(=C1)C1=C2CCO[C@@H](C2=CC=C1)CNC |o1:11|